C1=C2C=C3C(=CC=C4C=5C=CC=CC5C=C34)C2=CC=C1 Indenofluorene